(S)-1-(2-(3-chloro-4-fluoro-5-methylphenyl)-4-methyl-4,5,6,7-tetrahydro-2H-pyrazolo[4,3-c]pyridin-3-yl)-3-(4-fluoro-1-methyl-1H-indazol-5-yl)-1,3-dihydro-2H-imidazol-2-one ClC=1C=C(C=C(C1F)C)N1N=C2C([C@@H](NCC2)C)=C1N1C(N(C=C1)C=1C(=C2C=NN(C2=CC1)C)F)=O